C1(CC1)CN1C=NC(=C1)C1(C(C=CC=C1)O)S(=O)(=O)N 1-(cyclopropylmethyl-1H-imidazol-4-yl)-2-hydroxybenzenesulfonamide